C(CCCCC)C(CCOC(CCCCCCCBr)=O)CCCCCC 8-bromooctanoic acid 3-hexylnonyl ester